C(#N)N1[C@H]2[C@@H](C[C@@H]1CC2)NC(=O)C=2N=C(SC2)C2=CSC=C2 N-((1R,2R,4S)-7-cyano-7-azabicyclo[2.2.1]heptan-2-yl)-2-(3-thiophenyl)-1,3-thiazole-4-carboxamide